BrC=1C=C(C=C2CN(C(C12)=O)C1C(NC(CC1)=O)=O)CN1C2CN(CC1C2)C2=CC=C(N=N2)C(=O)NC2CCC(CC2)OC2=CC(=C(C=C2)C#N)Cl 6-(6-((7-bromo-2-(2,6-dioxopiperidin-3-yl)-1-oxoisoindolin-5-yl)methyl)-3,6-diazabicyclo[3.1.1]heptan-3-yl)-N-((1r,4r)-4-(3-chloro-4-cyanophenoxy)cyclohexyl)pyridazine-3-carboxamide